monoethanolamine borate B(O)(O)O.C(O)CN